(S)-1-(N-methyl-5-((2-methyl-2H-1,2,3-triazol-4-yl)ethynyl)nicotinamido)-3-phenylpropan-2-yl dihydrogen phosphate P(=O)(O[C@H](CN(C(C1=CN=CC(=C1)C#CC1=NN(N=C1)C)=O)C)CC1=CC=CC=C1)(O)O